OC=1C=C2C(CC(C2=CC1)=O)(C)C 5-hydroxy-3,3-dimethyl-2,3-dihydro-1H-inden-1-one